ClC=1N=C(NC1[C@H]1[C@H](CN(CC1)S(=O)(=O)C=1C=NC(=NC1)NCC(=O)OC)C)C1=NC=C(C=C1)F Methyl 2-[[5-[[(3R,4R)-4-[4-chloro-2-(5-fluoro-2-pyridyl)-1H-imidazol-5-yl]-3-methyl-1-piperidyl]sulfonyl]pyrimidin-2-yl]amino]acetate